N-(4-(4-amino-3-bromo-7-cyano-1-(methyl-d3)-1H-pyrrolo[3,2-c]pyridin-2-yl)phenyl)acrylamide NC1=NC=C(C2=C1C(=C(N2C([2H])([2H])[2H])C2=CC=C(C=C2)NC(C=C)=O)Br)C#N